((phenoxycarbonyl) amino) thiophene-2,3-dicarboxylate S1C(=C(C=C1)C(=O)[O-])C(=O)ONC(=O)OC1=CC=CC=C1